C(#N)C=1C=C(C=CC1)C=1N=C(SC1C1=CC(=NC(=C1)C)C)NC(=O)N1CCC2(CCNC2=O)CC1 N-[4-(3-cyanophenyl)-5-(2,6-dimethyl-4-pyridinyl)thiazol-2-yl]-1-oxo-2,8-diazaspiro[4.5]decane-8-carboxamide